2'-((R)-1-((R)-3-((1-(4-chloro-3-fluorophenyl)-2-methylpropan-2-yl)amino)-2-hydroxypropoxy)ethyl)-3-methyl-[1,1'-biphenyl]-4-carboxylic acid ClC1=C(C=C(C=C1)CC(C)(C)NC[C@H](CO[C@H](C)C1=C(C=CC=C1)C1=CC(=C(C=C1)C(=O)O)C)O)F